FC=1C(=C(C=CC1F)[C@H]1[C@@H](O[C@]([C@H]1C)(C(F)(F)F)C)C(=O)NC=1C=NC(=CC1)C1OC(OC1)(C)C)OC (2R,3S,4S,5R)-3-(3,4-difluoro-2-methoxyphenyl)-N-(6-(2,2-dimethyl-1,3-dioxolan-4-yl)pyridin-3-yl)-4,5-dimethyl-5-(trifluoromethyl)tetrahydrofuran-2-carboxamide